2-ethyl-6-decanal C(C)C(C)CCCC(CCCC)=O